tetramethylcyclopentadienylruthenium(II) trifluoromethanesulfonate FC(S(=O)(=O)[O-])(F)F.CC1=C(C(=C(C1[Ru+])C)C)C